palladium(0) tetrakis(triphenylphosphane) C1(=CC=CC=C1)P(C1=CC=CC=C1)C1=CC=CC=C1.C1(=CC=CC=C1)P(C1=CC=CC=C1)C1=CC=CC=C1.C1(=CC=CC=C1)P(C1=CC=CC=C1)C1=CC=CC=C1.C1(=CC=CC=C1)P(C1=CC=CC=C1)C1=CC=CC=C1.[Pd]